C(CC)N1C(C2C3C=CC(C2CC1)C3)=O 4-(n-propyl)-4-aza-tricyclo[6.2.1.02,7]-9-undecene-3-one